bis(tripropoxysilyl)methane C(CC)O[Si](OCCC)(OCCC)C[Si](OCCC)(OCCC)OCCC